ClC1=C(C=C(C=C1)OC)C=1C=C2CC(C(C2=CC1)NC(O[C@@H]1CN2CCC1CC2)=O)(C)C (S)-quinuclidin-3-yl (5-(2-chloro-5-methoxyphenyl)-2,2-dimethyl-2,3-dihydro-1H-inden-1-yl)carbamat